N[C@H](C(=O)NCC1=C(C(=CC=C1)Cl)F)C1CC1 (S)-2-amino-N-(3-chloro-2-fluorophenylmethyl)-2-cyclopropylacetamide